tert-butyl N2,N6-bis(tert-butoxycarbonyl)-N6-(6-hydroxyhexyl)-L-lysinate C(C)(C)(C)OC(=O)N[C@@H](CCCCN(CCCCCCO)C(=O)OC(C)(C)C)C(=O)OC(C)(C)C